N12CCC(CC1)(C2)C=2SC1=C(N2)C=C(C=C1)[C@@H]1N(C[C@H](CC1)C)C(C(=O)NC=1C=NC(=C(C(=O)N)C1)OC)=O 5-(2-((2R,5S)-2-(2-(1-azabicyclo[2.2.1]heptan-4-yl)benzo[d]thiazol-5-yl)-5-methylpiperidin-1-yl)-2-oxoacetamido)-2-methoxynicotinamide